(E)-N-(5-Chloro-4-methyl-2-(trifluoromethyl)pyridin-3-yl)-3-(5-fluoro-1-(tetrahydro-2H-pyran-2-yl)-1H-indazol-6-yl)acrylamide ClC=1C(=C(C(=NC1)C(F)(F)F)NC(\C=C\C1=C(C=C2C=NN(C2=C1)C1OCCCC1)F)=O)C